FC1(CN(C1)C=1SC(=CN1)Br)F 2-(3,3-difluoroazetidin-1-yl)-5-bromothiazole